2-(4-(3-(4-(3-guanidinopropyl)piperazin-1-yl)phenyl)-6-chloroquinazolin-2-yl)guanidine N(C(=N)N)CCCN1CCN(CC1)C=1C=C(C=CC1)C1=NC(=NC2=CC=C(C=C12)Cl)N=C(N)N